4-hydroxy-N-((S)-1-(4-(4-methylthiazol-5-yl)phenyl)ethyl)pyrrolidine-2-carboxamide Ethyl-(3S)-pyrrolidin-3-ylcarbamate Hydrochloride Cl.C(C)N(C(O)=O)[C@@H]1CNCC1.OC1CC(NC1)C(=O)N[C@@H](C)C1=CC=C(C=C1)C1=C(N=CS1)C